(2s,4r)-4-amino-2-((3-methyl-1H-pyrazol-1-yl)methyl)pyrrolidine-1-carboxylic acid tert-butyl ester C(C)(C)(C)OC(=O)N1[C@@H](C[C@H](C1)N)CN1N=C(C=C1)C